7-(2,3-Dichloro-6-methoxyphenyl)imidazo[1,2-a]pyridine-2-carboxylic acid ClC1=C(C(=CC=C1Cl)OC)C1=CC=2N(C=C1)C=C(N2)C(=O)O